2-chloro-6-((5-(3,4-difluorophenyl)pyridin-3-yl)oxy)-4-((1-(methylsulfonyl)piperidin-4-yl)oxy)pyridine ClC1=NC(=CC(=C1)OC1CCN(CC1)S(=O)(=O)C)OC=1C=NC=C(C1)C1=CC(=C(C=C1)F)F